FC(C1CCNC1)(F)F 4-(trifluoromethyl)pyrrolidine